N[C@H](C(=O)O)CCN(CCCCC1=NC=2NCCCC2C=C1)C[C@@H](C)OC (S)-2-amino-4-(((R)-2-methoxypropyl)(4-(5,6,7,8-tetrahydro-1,8-naphthyridin-2-yl)butyl)amino)butanoic acid